5-(2-amino-3-bromopyridin-4-yl)-1H-indazol-3-amine NC1=NC=CC(=C1Br)C=1C=C2C(=NNC2=CC1)N